ClC=1C(=CC(=C(C1)N(C(=O)[C@@H]1[C@H]2[C@@H](C(N1C1=NC(=CC(=C1)C(F)(F)F)C)=O)OC(O2)(C)C)C([2H])([2H])[2H])F)F (3aS,4S,6aS)-N-(5-chloro-2,4-difluorophenyl)-2,2-dimethyl-N-(methyl-d3)-5-(6-methyl-4-(trifluoromethyl)pyridin-2-yl)-6-oxotetrahydro-4H-[1,3]dioxolo[4,5-c]pyrrole-4-carboxamide